CN1C(C(CCC1=O)N1C(C2=CC=C(C=C2C1=O)N1CCNCC1)=O)=O 4-[2-(1-methyl-2,6-dioxopiperidin-3-yl)-1,3-dioxo-2,3-dihydro-1H-isoindol-5-yl]piperazine